3-Methoxy-4-octadecyloxybenzaldehyd COC=1C=C(C=O)C=CC1OCCCCCCCCCCCCCCCCCC